2,3,7,11b-Tetrahydro-1H-dibenzo[de,h]isoquinolin-2-ium chloride [Cl-].C1[NH2+]CC2=C3C(CC4=C(C13)C=CC=C4)=CC=C2